NCC#CC=1C(=COC1)C#CCNC(C[C@H]1C=2N(C3=C(C(=N1)C1=CC=C(C=C1)Cl)C(=C(S3)C)C)C(=NN2)C)=O (S)-N-(3-(4-(3-aminoprop-1-yn-1-yl)furan-3-yl)prop-2-yn-1-yl)-2-(4-(4-chlorophenyl)-2,3,9-trimethyl-6H-thieno[3,2-f][1,2,4]triazolo[4,3-a][1,4]diazepin-6-yl)acetamide